tert-butyl (2S,4R)-2-(azidomethyl)-4-(tert-butyl(dimethyl) silyl)oxy-pyrrolidine-1-carboxylate N(=[N+]=[N-])C[C@H]1N(C[C@@H](C1)O[Si](C)(C)C(C)(C)C)C(=O)OC(C)(C)C